C(N)(=O)C=1C(=NN(C1)C1(CCN(CC1)CC1=CC(=C(C=C1)C1=CC=CC=C1)O)CC#N)NC(OC)=O methyl N-[4-carbamoyl-1-[4-(cyanomethyl)-1-[(3-hydroxy-4-phenyl-phenyl)methyl]-4-piperidyl]pyrazol-3-yl]carbamate